3,4-dichloroisothiazolylamide ClC1=NSC(=C1Cl)[NH-]